4-methylphenol-d3 CC1=C(C(=C(C=C1[2H])O)[2H])[2H]